OC1=C(C(=O)O)C(=CC(=C1[C@@H]1C=C(CC[C@H]1C(=C)C)C)O)CCC 2,4-Dihydroxy-3-[(1R,6R)-6-isopropenyl-3-methyl-2-cyclohexen-1-yl]-6-propylbenzoic acid